antimony oxysulfide O=S.[Sb]